5-(5-cyclopropyl-1,2,4-oxadiazol-3-yl)-2-[3-(cyclopropyldifluoromethyl)-7-methyl-7H-imidazo[4,5-c]pyridazin-6-yl]-3-(ethylsulfanyl)pyridine C1(CC1)C1=NC(=NO1)C=1C=C(C(=NC1)C1=NC2=C(N=NC(=C2)C(F)(F)C2CC2)N1C)SCC